OCCS(=O)(=O)NC1=CC(=C(C(=O)NC2=CC=NC3=C2OCC2N3CCOC2)C=C1)N1CCC2(CC2)CC1 4-((2-hydroxyethyl)sulfonamido)-2-(6-azaspiro[2.5]octan-6-yl)-N-(6a,7,9,10-tetrahydro-6H-[1,4]oxazino[4,3-d]pyrido[3,2-b][1,4]oxazin-4-yl)benzamide